ONC(=O)C=1C=C2CNN3C(C2=CC1)=CC=C3 N-hydroxy-5,6-dihydropyrrolo[2,1-a]phthalazine-8-carboxamide